1-methyl-3,3-bis(4-cyanatophenyl)indolin-2-one CN1C(C(C2=CC=CC=C12)(C1=CC=C(C=C1)OC#N)C1=CC=C(C=C1)OC#N)=O